C(CCCC=CCC)[Si](OC)(OC)OC 5-octenyltrimethoxysilane